3'-(9H-carbazol-9-yl)-[1,1'-biphenyl]-4-ol C1=CC=CC=2C3=CC=CC=C3N(C12)C=1C=C(C=CC1)C1=CC=C(C=C1)O